C(#N)CC1C(CN1C1CCN(CC1)C(=O)C1=CC(=C(C#N)C=C1)F)N1N=CC(=C1)C1=C2C(=NC=C1F)NC=C2 4-[(4-{4-(cyanomethyl)-3-[4-(5-fluoro-1H-pyrrolo[2,3-b]pyridin-4-yl)-1H-pyrazol-1-yl]azetidin-1-yl}piperidin-1-yl)carbonyl]-2-fluorobenzonitrile